C(C1CO1)OCC1=CC=CC=C1 glycidoxytoluene